FC1=CC=CC2=C1S(CC1=C2N(N=C1C=O)C1=CC=C(C=C1)CN1[C@H](COCC1)C)(=O)=O (6-fluoro-1-(4-(((S)-3-methylmorpholinyl)methyl)phenyl)-5,5-dioxido-1,4-dihydrothiochromeno[4,3-c]pyrazol-3-yl)methanone